C(CCCCCCCCCCCCCCCCCCC)N[C@@H](CC1=CC=CC=C1)C(=O)O.CN(C=1C=C(\C=N\NC(=O)C2=NC(=CN=C2)C2=CC=C(C=C2)OC)C=CC1)C (E)-N'-(3-(dimethylamino)benzylidene)-6-(4-methoxyphenyl)pyrazine-2-carbohydrazide icosyl-L-phenylalaninate